2-((6-(isoxazol-4-yl)-3,4-dihydroisoquinolin-2(1H)-yl)methyl)-5-((1-(methylsulfonyl)piperidin-4-yl)methoxy)-4H-pyran-4-one O1N=CC(=C1)C=1C=C2CCN(CC2=CC1)CC=1OC=C(C(C1)=O)OCC1CCN(CC1)S(=O)(=O)C